Phenyl(phenylpyridoindolyl)indolocarbazole C1(=CC=CC=C1)C=1C(=C2C(=CC1)N=C1C=CC3=C4C=CC=CC4=NC3=C12)C=1NC2=C3C(=CC=C2C1C1=CC=CC=C1)N=CC=C3